1-(3-(6,7-Dichloro-10-(1H-pyrazol-4-yl)-1,2,3,4-tetrahydropyrazino[1,2-a]indole-2-carbonyl)azetidin-1-yl)ethan-1-one ClC1=C(C=CC=2C(=C3N(C12)CCN(C3)C(=O)C3CN(C3)C(C)=O)C=3C=NNC3)Cl